N-(4-{[5-(3-chloro-2-fluorophenyl)-4-methylpyridin-3-yl]methyl}-3-fluoropyridin-2-yl)carbamate ClC=1C(=C(C=CC1)C=1C(=C(C=NC1)CC1=C(C(=NC=C1)NC([O-])=O)F)C)F